tert-butyl 4-((6-(6-((1-acetyl-1H-indol-5-yl)amino)-2-allyl-3-oxo-2,3-dihydro-1H-pyrazolo[3,4-d]pyrimidin-1-yl)pyridin-2-yl)oxy)piperidine-1-carboxylate C(C)(=O)N1C=CC2=CC(=CC=C12)NC1=NC=C2C(=N1)N(N(C2=O)CC=C)C2=CC=CC(=N2)OC2CCN(CC2)C(=O)OC(C)(C)C